N-(2-acetamido-6-(2-chloro-5-fluorophenyl)-8-oxo-7,8-dihydro-6H-thiazolo[4,5-e]isoindol-5-yl)-3-fluoro-5-(trifluoromethyl)benzamide C(C)(=O)NC=1SC=2C(=C3C(NC(C3=C(C2)NC(C2=CC(=CC(=C2)C(F)(F)F)F)=O)C2=C(C=CC(=C2)F)Cl)=O)N1